ClC1=CC(=NC2=CC(=CC=C12)C(=O)N)C1=CC=C(C=C1)F 4-chloro-2-(4-fluorophenyl)quinoline-7-carboxamide